ClC(C(=O)[O-])C.[Zn+2].ClC(C(=O)[O-])C zinc chloropropionate